2-(3-(4-((6-amino-3-methoxypyridin-2-yl)amino)butyl)piperidin-1-yl)-4-chlorobenzoic acid NC1=CC=C(C(=N1)NCCCCC1CN(CCC1)C1=C(C(=O)O)C=CC(=C1)Cl)OC